(+)-(S)-4-(2-Hydroxy-2-quinolin-4-ylethyl)phenol O[C@@H](CC1=CC=C(C=C1)O)C1=CC=NC2=CC=CC=C12